N=1C(N=CC=2C1N=CC2)=O pyrrolo(2,3-d)pyrimidin-2-one